C1(=CC(=C(C=2C3=C(C(=CC(=C3N(C12)C1=CC=C(C=C1)B(O)O)[2H])[2H])[2H])[2H])[2H])[2H] (4-(9H-carbazol-9-yl-1,3,4,5,6,8-d6)phenyl)boronic acid